NC=1C=2N(C=C(N1)C)C(=NC2C2=C(C=C(C=C2)NC(C(O)C2=CC(=CC(=C2)C(F)(F)F)F)=O)F)C([2H])([2H])[2H] N-[4-[8-amino-6-methyl-3-(trideuteriomethyl)imidazo[1,5-a]pyrazin-1-yl]-3-fluoro-phenyl]-2-[3-fluoro-5-(trifluoromethyl)phenyl]-2-hydroxy-acetamide